(3Z,6Z)-3-(3-(p-Fluorophenoxy)phenyl)methylene-6-((5-cyclopropyl-1-(3-morpholinyl)propylimidazol-4-yl)methylene)piperazine-2,5-dione, hydrochloride Cl.FC1=CC=C(OC=2C=C(C=CC2)\C=C/2\C(N\C(\C(N2)=O)=C/C=2N=C(NC2C2CC2)C(CC)C2NCCOC2)=O)C=C1